COC=1C2=C(N=CN1)N(C=C2C2(CC2)C)S(=O)(=O)C2=CC=C(C)C=C2 4-methoxy-5-(1-methylcyclopropyl)-7-tosyl-7H-pyrrolo[2,3-d]pyrimidine